2-methoxy-N-[(1R,3S)-3-{[2-(trifluoromethyl)quinolin-4-yl]amino}cyclohexyl]benzamide COC1=C(C(=O)N[C@H]2C[C@H](CCC2)NC2=CC(=NC3=CC=CC=C23)C(F)(F)F)C=CC=C1